OC1CCC2C3[C@H](CC4=CC(CCC4C3C(CC12C)C)=O)C (S)-17-hydroxy-7,11,13-trimethyl-1,2,6,7,8,9,10,11,12,13,14,15,16,17-tetradecahydro-3H-cyclopenta[a]phenanthren-3-one